tert-Butyl-(S,E)-4-(benzyloxy)-2-((3-(7-(dimethylamino)-2-((methoxycarbonyl)amino)-7-oxohept-5-enamido)-2-oxopyridin-1(2H)-yl)methyl)-5,6-difluoro-1H-benzo[d]imidazol-1-carboxylat C(C)(C)(C)OC(=O)N1C(=NC2=C1C=C(C(=C2OCC2=CC=CC=C2)F)F)CN2C(C(=CC=C2)NC([C@H](CC\C=C\C(=O)N(C)C)NC(=O)OC)=O)=O